tert-butyl 4-(3-chloro-6-phenyl-2-quinolyl)piperazine-1-carboxylate ClC=1C(=NC2=CC=C(C=C2C1)C1=CC=CC=C1)N1CCN(CC1)C(=O)OC(C)(C)C